ClC1=CC=NNC1=O 5-chloro-6-oxopyridazin